dimethylsilyl-nitrogen C[SiH](C)[N]